2'-((6-((3,5-difluoropyridin-2-yl)amino)pyrimidin-4-yl)amino)-4'-methyl-5'-oxo-5',6'-dihydrospiro[cyclohexane-1,7'-pyrrolo[3,4-b]pyridine] 1'-oxide FC=1C(=NC=C(C1)F)NC1=CC(=NC=N1)NC1=CC(=C2C(=[N+]1[O-])C1(NC2=O)CCCCC1)C